CNC1=NC=2N(C3=CC(=CC=C13)C#CC)C=NN2 N-methyl-8-(prop-1-yn-1-yl)-[1,2,4]triazolo[4,3-a]quinazolin-5-amine